N-[4-chloro-3-(difluoromethyl)phenyl]-N-methyl-1-(oxan-4-yl)pyrazolo[4,3-c]pyridin-3-amine ClC1=C(C=C(C=C1)N(C1=NN(C2=C1C=NC=C2)C2CCOCC2)C)C(F)F